4-(5-(cyclopropylethynyl)-2-methylbenzyl)-1-((5,5-dimethyl-1,3-dioxan-2-yl)methyl)-1H-1,2,3-triazole C1(CC1)C#CC=1C=CC(=C(CC=2N=NN(C2)CC2OCC(CO2)(C)C)C1)C